BrC1=CC(=C(C=C1F)N1C(C=CC2=CC(=CC=C12)S(=O)(=O)N(CC1=CC=C(C=C1)OC)C1=NOC=C1)=O)OC (P)-1-(4-BROMO-5-FLUORO-2-METHOXYPHENYL)-N-(ISOXAZOL-3-YL)-N-(4-METHOXYBENZYL)-2-OXO-1,2-DIHYDROQUINOLINE-6-SULFONAMIDE